3,3-difluoro-1-(5-(2,3,6',8'-tetrahydrospiro[indene-1,9'-pyrido[3',2':4,5]imidazo[2,1-c][1,4]oxazin]-2'-yl)pyrimidin-2-yl)piperidin-4-ol FC1(CN(CCC1O)C1=NC=C(C=N1)C=1C=CC=2N=C3COCC4(N3C2N1)CCC1=CC=CC=C14)F